dimethyl-pyrido[1,2-a]pyrimidin-4-one CC1=C(N=C2N(C1=O)C=CC=C2)C